COC1=CC=C(C=C1)CN1N=CC=C1N 2-[(4-methoxyphenyl)methyl]pyrazol-3-amine